NCC1=NNC(C2=CC=C(C=C12)C1=C(N(N=C1)C)C1=C(C=2C(=NC=C(C2)Cl)S1)C#N)=O 2-[4-[4-(aminomethyl)-1-oxo-2H-phthalazin-6-yl]-2-methyl-pyrazol-3-yl]-5-chloro-thieno[2,3-b]pyridine-3-carbonitrile